1-ethyl-1-methyl-3-[[4-[5-(trifluoromethyl)-1,2,4-oxadiazol-3-yl]phenyl]methyl]urea C(C)N(C(=O)NCC1=CC=C(C=C1)C1=NOC(=N1)C(F)(F)F)C